C(C1=CC=CC=C1)C1CC(=NO1)CNC(C1=C(C=CC(=C1)C(F)(F)F)Cl)=O 5-benzyl-3-((2-chloro-5-(trifluoromethyl)benzamido)methyl)-4,5-dihydroisoxazole